5-isopropyl-2-methyl-styrene C(C)(C)C=1C=CC(=C(C=C)C1)C